N[C@@H]1[C@@H]([C@H]2CCC(C1)N2C(=O)OC(C)(C)C)F (1R,2S,3S)-tert-Butyl 3-amino-2-fluoro-8-azabicyclo[3.2.1]octane-8-carboxylate